2-hydroxy-5-(2,3,5,6-tetrafluoro-4-trifluoromethylbenzylamino)benzoic acid methyl ester COC(C1=C(C=CC(=C1)NCC1=C(C(=C(C(=C1F)F)C(F)(F)F)F)F)O)=O